3-(2-chloro-3,6-difluoro-benzyloxy)-5-(3-piperidin-1-ylmethyl-1H-indol-5-yl)-pyrazin-2-ylamine ClC1=C(COC=2C(=NC=C(N2)C=2C=C3C(=CNC3=CC2)CN2CCCCC2)N)C(=CC=C1F)F